(R)-2-(tert-butylamino)-1-(5-fluoro-3-pyridyl)-1-ethanol C(C)(C)(C)NC[C@H](O)C=1C=NC=C(C1)F